C(CCCCCCC(=O)OCC(COC(CCCCCCC(=O)OCCCCCCCC)=O)(CO)CO)(=O)OCCCCCCCC O8-[2,2-bis(hydroxymethyl)-3-(8-octoxy-8-oxo-octanoyl)oxy-propyl] O1-octyl octanedioate